C(C)(C)(C)OC(=O)N1CC2=C(CC1)N(N=C2CC(=O)OC)C2=C(C(=C(C=C2)Br)F)OC.C(CC)(=O)[O-].C(C)[Te+]C(C)(CC)C ethyl-2-methyl-2-n-butyltellurium propionate tert-butyl-1-(4-bromo-3-fluoro-2-methoxyphenyl)-3-(2-methoxy-2-oxoethyl)-1,4,6,7-tetrahydro-5H-pyrazolo[4,3-c]pyridine-5-carboxylate